BrC=1C=NN2C1N=C(C=C2)NCCCOC(C)(C)C 3-bromo-N-(3-(tert-butoxy)propyl)pyrazolo[1,5-a]pyrimidin-5-amine